[Si](OCCCCCCCCCCCCCCCCCC)(OCCCCCCCCCCCCCCCCCC)(OCCCCCCCCCCCCCCCCCC)OCCCCCCCCCCCCCCCCCC tetrastearyl silicate